CC1=NC=CC(=C1)C(C(=O)NC1=NC=C(C=C1)C1=NC=CN=C1)C=1C=NC=CC1 2-methylpyridin-4-yl(pyridin-3-yl)N-[5-(pyrazin-2-yl)pyridin-2-yl]acetamide